2-(2-(1-(3,3-Difluorocyclobutyl)-1H-benzo[d][1,2,3]triazol-5-yl)ethyl)-8-methyl-7-(oxazol-2-yl)-[1,2,4]triazolo[1,5-c]pyrimidin-5-amine FC1(CC(C1)N1N=NC2=C1C=CC(=C2)CCC2=NN1C(=NC(=C(C1=N2)C)C=2OC=CN2)N)F